N1CCC(CC1)C1=CC=C(C=C1)C=1C=C(C(=O)O)C=C(N1)N1N=NC(=C1)C1=CC=C(C=C1)C(F)(F)F 2-(4-(piperidin-4-yl)phenyl)-6-(4-(4-(trifluoromethyl)phenyl)-1H-1,2,3-triazol-1-yl)isonicotinic acid